C(C)(C)(C)N1CCC(CC1)OCCNC1=C2CN(C(C2=CC=C1)=O)C1C(NC(CC1)=O)=O tert-Butyl-4-[2-[[2-(2,6-dioxo-3-piperidyl)-1-oxo-isoindolin-4-yl]amino]ethoxy]piperidine